(1H-pyrazol-1-yl)picolinamide N1(N=CC=C1)C=1C(=NC=CC1)C(=O)N